FC=1C=C(C=CC1)C1=NOC(=N1)[C@@H](C)NC(OC(C)(C)C)=O tert-butyl (R)-(1-(3-(3-fluorophenyl)-1,2,4-oxadiazol-5-yl)ethyl)carbamate